CO[C@@H]1C[C@H]([C@@H](CC1)OC1=C2C=CN(C2=C(C=C1)C)C(=O)OC(C)(C)C)C1=CC=C(C=C1)C(=O)OC tert-butyl 4-(((1R,2S,4S)-4-methoxy-2-(4-(methoxycarbonyl)phenyl)cyclohexyl)oxy)-7-methyl-1H-indole-1-carboxylate